C(C)(C)(C)C1=CC=CC(=N1)C1=CC(CC1)C1=CC(=NN1)NC1=C(C2=C(NS(C2)(=O)=O)C=C1)F 5-((5-(3-(6-(tert-butyl)pyridin-2-yl)cyclopent-2-en-1-yl)-1H-pyrazol-3-yl)amino)-4-fluoro-1,3-dihydrobenzo[c]isothiazole 2,2-dioxide